(R)-4-(9-(3-Aminopyrrolidin-1-yl)-5,6,7,8-tetrahydroacridin-2-yl)-N-(4-(piperazin-1-ylsulfonyl)phenyl)pyridin-2-amine N[C@H]1CN(CC1)C=1C=2CCCCC2N=C2C=CC(=CC12)C1=CC(=NC=C1)NC1=CC=C(C=C1)S(=O)(=O)N1CCNCC1